C1(=CC=CC=C1)C(C)=O (E)-1-phenylethan-1-one